(R)-6-(2-amino-6-fluoro-5-(4-(3-isopropyl-4-methylpiperazin-1-yl)phenyl)pyridin-3-yl)-3,4-dihydroisoquinolin-1(2H)-one NC1=NC(=C(C=C1C=1C=C2CCNC(C2=CC1)=O)C1=CC=C(C=C1)N1C[C@H](N(CC1)C)C(C)C)F